C(#N)C1=C(C=CC(=C1)F)N1CC2(C1)CC(C2)OC=2C=CC(=NC2C(=O)NC2CN(C2)CCC(=O)OC)C=2C(=NC=CC2)OCC methyl 3-(3-(5-((2-(2-cyano-4-fluorophenyl)-2-azaspiro[3.3]heptan-6-yl)oxy)-2'-ethoxy-[2,3'-bipyridine]-6-carboxamido)azetidin-1-yl)propanoate